IC1=CC=C(C(=O)NCC(C(F)(F)F)(O)O)C=C1 4-iodo-N-(3,3,3-trifluoro-2,2-dihydroxypropyl)benzamide